[N+](=O)([O-])OS(O)(=O)=O Nitro-sulfuric acid